N-([2,3'-bipyridin]-5-ylmethyl)-2-(1H-indazol-6-yl)-9-isopropyl-9H-purin-6-amine N1=C(C=CC(=C1)CNC1=C2N=CN(C2=NC(=N1)C1=CC=C2C=NNC2=C1)C(C)C)C=1C=NC=CC1